FC1=CC2=C(NC=3N2C(C(=C(N3)C(CC)CC)C)=O)C=C1F 7,8-difluoro-3-methyl-2-(pentan-3-yl)benzo[4,5]imidazo[1,2-a]pyrimidin-4(10H)-one